NC=1C=C(OC2=C(C=C(C=C2)C2(C3=CC=CC=C3C=3C=CC=CC23)C2=CC(=C(C=C2)OC2=CC(=CC(=C2)CCC)N)C)C)C=C(C1)CCC 9,9-bis[4-(3-amino-5-n-propylphenoxy)-3-methylphenyl]fluorene